C(C)OC(=O)C1=CC=CC=2N=C(SC21)NC(=O)OC(C)(C)C 2-((tert-butoxycarbonyl)amino)benzo[d]thiazole-7-carboxylic acid ethyl ester